(R)-1-phenylethyl (S)-2-methyl-4-(6-(1-methyl-1H-pyrazol-4-yl)pyrazolo[1,5-a]pyridin-3-yl)piperazine-1-carboxylate C[C@@H]1N(CCN(C1)C=1C=NN2C1C=CC(=C2)C=2C=NN(C2)C)C(=O)O[C@H](C)C2=CC=CC=C2